tert-butyl 4-(3-methyl-2-quinolyl)piperazine-1-carboxylate CC=1C(=NC2=CC=CC=C2C1)N1CCN(CC1)C(=O)OC(C)(C)C